Br.BrCCN L-2-bromoethylamine hydrobromide